4-(trifluoromethyl)-5,6,7,8-tetrahydroquinoline-3-carbonitrile FC(C1=C(C=NC=2CCCCC12)C#N)(F)F